9-(pyridin-2-yl)-9H-carbazole-2-ol N1=C(C=CC=C1)N1C2=CC=CC=C2C=2C=CC(=CC12)O